CN(C(C1=CC(=CC=C1)C)=O)[C@@H](C(C)C)CN1CCCCC1 N,3-Dimethyl-N-[(1S)-2-methyl-1-(piperidin-1-ylmethyl)propyl]benzamide